C(C)O[Si](C1C2C=CC(C1)C2)(OCC)OCC triethoxy(bicyclo[2.2.1]Hept-5-en-2-yl)silane